1-(2-((3-chloro-1-(2,6-difluorophenyl)-1,2-dihydro-6-methyl-2-oxopyridin-4-yloxy)methyl)-5-fluorobenzyl)-3-tert-butylurea ClC=1C(N(C(=CC1OCC1=C(CNC(=O)NC(C)(C)C)C=C(C=C1)F)C)C1=C(C=CC=C1F)F)=O